COCC=1N(C=2N(C(C(=C(N2)C(F)(F)F)C=2C=NN(C2)CCC(F)(F)F)=O)C1)C 2-(methoxymethyl)-1-methyl-7-(trifluoromethyl)-6-[1-(3,3,3-trifluoropropyl)-1H-pyrazol-4-yl]-1H,5H-imidazo[1,2-a]pyrimidin-5-one